N1-(3-(benzylamino)propyl)-N3,N3-dimethylpropane-1,3-diamine, hydrochloride salt Cl.C(C1=CC=CC=C1)NCCCNCCCN(C)C